ClC1=CN=C(S1)C#C[Si](C)(C)C 2-(5-Chlorothiazol-2-yl)ethynyl-(trimethyl)silane